C[C@]12CC[C@@H](C[C@H]1CC[C@@H]3[C@@H]2C[C@H]([C@]4([C@@]3(CC[C@@H]4[C@H]5CC(=O)OC5)O)C)O)O The molecule is a hydroxy steroid that is the 20,22-dihydro derivative of digoxigenin, consisting of 5beta-cardanolide with hydroxy groups at the 3beta-, 12beta- and 14beta-positions. It is a 3beta-hydroxy steroid, a 12beta-hydroxy steroid and a 14beta-hydroxy steroid. It derives from a digoxigenin.